NC1=NC(=C(C=C1C=1C=C2CCNC(C2=CC1)=O)C1=C(C(=C(C=C1)N1CCOCC1)CN(C)CC)F)F 6-(2-amino-5-(3-((ethyl(methyl)amino)methyl)-2-fluoro-4-morpholinophenyl)-6-fluoropyridin-3-yl)-3,4-dihydroisoquinolin-1(2H)-one